FC1=C2C=CC=NC2=CC(=C1C=O)F 5,7-Difluoroquinoline-6-carbaldehyde